(R)-2-Methyl-propane-2-sulfinic acid [5-(7-fluoro-1-methyl-2-oxo-1,2,3,4-tetrahydroquinolin-6-yl)-4-methyl-pyridin-3-ylmethyl]-amide FC1=C(C=C2CCC(N(C2=C1)C)=O)C=1C(=C(C=NC1)CN[S@](=O)C(C)(C)C)C